COC(=O)C1CCN(CC1)C(CNC(C1=CC=CC=C1)=O)=O 1-(2-benzoylaminoacetyl)piperidine-4-carboxylic acid methyl ester